5-(3,5-dimethylpyridazin-4-yl)-1H-pyrrole CC=1N=NC=C(C1C1=CC=CN1)C